N1(N=CC=C1)CCCCN1C=C(C2=CC(=CC=C12)C(=C)C)C#N (4-(1H-pyrazol-1-yl)butyl)-5-(prop-1-en-2-yl)-1H-indole-3-carbonitrile